4-(3-Chloroanilino)-6'-(1-hydroxyethyl)-2'-{(2R)-2-methyl-3-[(thieno[3,2-b]pyridin-7-yl)oxy]propyl}-2',3'-dihydrospiro[cyclohexane-1,1'-indene]-4-carboxylic acid ClC=1C=C(NC2(CCC3(C(CC4=CC=C(C=C34)C(C)O)C[C@H](COC3=C4C(=NC=C3)C=CS4)C)CC2)C(=O)O)C=CC1